C1=NC=CC2=C1C1(C=3C=CC=CC32)C3=CC=CC=C3C=3C=CC=CC31 spiro[fluorene-9,9'-indeno[2,1-c]pyridin]